C1(CC1)N(CCC(C(=O)O)NC(=O)C=1C(=NC=CC1)O)CCCCC1=NC=2NCCCC2C=C1 4-[cyclopropyl-[4-(5,6,7,8-tetrahydro-1,8-naphthyridin-2-yl)butyl]amino]-2-[(2-hydroxypyridine-3-carbonyl)amino]butanoic acid